C(C)OC(=O)C1=C(NC(=C(C1=O)Br)C)C=1C(=NC2=CC=CC=C2C1)OC1=C(C(=C(C=C1)F)F)C.CC1=C(C=C(C(=C1)O)C(C)(C)C)C(CC(C)C1=C(C=C(C(=C1)C(C)(C)C)O)C)C1=C(C=C(C(=C1)C(C)(C)C)O)C 1,1,3-tris-(2-methyl-4-hydroxy-5-tert-butylphenyl)butane ethyl-5-bromo-2-[2-(3,4-difluoro-2-methyl-phenoxy)-3-quinolyl]-6-methyl-4-oxo-1H-pyridine-3-carboxylate